FC1=C(C=CC=C1C(F)(F)F)CC(=O)NC=1C=NC(=C(C1)F)N1C=NC(=C1)C1=NC=CC=C1OC 2-(2-fluoro-3-(trifluoromethyl)phenyl)-N-(5-fluoro-6-(4-(3-methoxypyridin-2-yl)-1H-imidazol-1-yl)pyridin-3-yl)acetamide